FC=1C(=NC(=NC1)NC=1C=C(C=CC1)NC(C=C)=O)NCC=1C=NC(=CC1)C(F)(F)F N-(3-(5-fluoro-4-((6-(trifluoromethyl)pyridin-3-yl)methylamino)pyrimidin-2-ylamino)phenyl)acrylamide